S(=O)(=O)([O-])[O-].[Ni+2].N ammonia nickel sulfate